O=C1N(CCC(N1)=O)C1=CN=CC2=C(C=CC=C12)C1CC(C1)OC1CCN(CC1)C(=O)OC(C)(C)C 1-Tert-butyl 4-[3-[4-(2,4-dioxohexahydropyrimidin-1-yl)-8-isoquinolyl]cyclobutoxy]piperidine-1-carboxylate